1-(((S)-xanthen-2-yl)methyl)-1H-benzo[d]imidazole-6-carboxylic acid methyl ester COC(=O)C=1C=CC2=C(N(C=N2)CC2=CC=3CC4=CC=CC=C4OC3C=C2)C1